(1s,4s)-1-ethyl-4-((5-(imidazo[1,2-a]pyrimidin-6-yl)-4-methoxy-7H-pyrrolo[2,3-d]pyrimidin-2-yl)amino)cyclohexan C(C)C1CCC(CC1)NC=1N=C(C2=C(N1)NC=C2C=2C=NC=1N(C2)C=CN1)OC